(2-(aminomethyl)-4,5-difluorophenyl)methanol NCC1=C(C=C(C(=C1)F)F)CO